1-{1-[2',4-dichloro-4'-(4-methylpiperazin-1-yl)[1,1'-biphenyl]-2-yl]piperidin-3-yl}-5-(trifluoromethyl)-1H-pyrazole-4-carboxylic acid ethyl ester C(C)OC(=O)C=1C=NN(C1C(F)(F)F)C1CN(CCC1)C1=C(C=CC(=C1)Cl)C1=C(C=C(C=C1)N1CCN(CC1)C)Cl